C(C)(C)(C)OC(=O)N1C[C@@H]([C@](CC1)(O)C1=CN=C(S1)N)F |r| rac-(3s,4s)-4-(2-aminothiazole-5-yl)-3-fluoro-4-hydroxy-piperidine-1-carboxylic acid tert-butyl ester